C(C)C1=NN2C(C=C(C(=C2)F)N2CC3(C2)CN(C3)C(=O)N3CCOCC3)=C1N(C=1SC(=C(N1)C1=CC=C(C=C1)F)C#N)C 2-((2-ethyl-6-fluoro-5-(6-(morpholine-4-carbonyl)-2,6-diazaspiro[3.3]heptan-2-yl)pyrazolo[1,5-a]pyridin-3-yl)(methyl)amino)-4-(4-fluorophenyl)thiazole-5-carbonitrile